(3S)-tert-butyl 3-methyl-6-(2-(1-methylpiperidin-3-yl)benzo[d]thiazol-5-yl)-3,4-dihydropyridine-1(2H)-carboxylate C[C@@H]1CN(C(=CC1)C=1C=CC2=C(N=C(S2)C2CN(CCC2)C)C1)C(=O)OC(C)(C)C